N1=C(C=CC=C1)C(=O)C1=CC=C(C=C1)C(F)(F)F 2-pyridyl-[4-(trifluoromethyl)phenyl]methanone